((3-(4-(5-(2,3-Dihydro-1H-inden-4-yl)-6-methoxy-1H-pyrazolo[4,3-b]pyridin-3-yl)-1H-pyrazol-1-yl)azetidin-1-yl)sulfonyl)-N,N-dimethylethan-1-amine C1CCC2=C(C=CC=C12)C1=C(C=C2C(=N1)C(=NN2)C=2C=NN(C2)C2CN(C2)S(=O)(=O)C(C)N(C)C)OC